CC1(C2=CC=CC=C2C=2C=CC=C(C12)B(O)O)C 9,9-dimethyl-1-fluorenylboronic acid